C(C)(C)N1C(=NC(=C1)C(F)(F)F)C1=CC=C(C=C1)CNC 1-(4-(1-isopropyl-4-(trifluoromethyl)-1H-imidazol-2-yl)phenyl)-N-methyl-methanamine